8-(2-(Benzyloxy)ethyl)-2-chloro-8-methyl-7,8-dihydro-6H-imidazo[1,2-e]purine C(C1=CC=CC=C1)OCCC1(CNC=2N1C=1N=C(N=CC1N2)Cl)C